3-ethyl-4-fluoroaniline C(C)C=1C=C(N)C=CC1F